C(C)(=O)OCCC(C=CCCCCCCCC)C 3-methyltridec-4-en-1-yl acetate